C(C)(C)(C)OC(=O)N1C(C2C(C1)(CCC2)O)C(N(C=2C=C(C=CC2)C)C)=O 3a-Hydroxy-1-(methyl(m-tolyl)carbamoyl)hexahydrocyclopenta[c]pyrrole-2(1H)-carboxylic acid tert-butyl ester